ClC=1C=CC(=C(C1)C1=C2C(=NC(=C1)C)C(=CS2)C(=O)OC)OCCN2C(=NC=1CCC(CC1C2=O)(N2CCC(CC2)OC(F)(F)F)[2H])C methyl 7-[5-chloro-2-[2-[6-deuterio-2-methyl-4-oxo-6-[4-(trifluoromethoxy)-1-piperidyl]-7,8-dihydro-5H-quinazolin-3-yl]ethoxy]phenyl]-5-methyl-thieno[3,2-b]pyridine-3-carboxylate